C(C)OC(=O)C1=NC2=CC(=C(C=C2C=N1)OCCOC)OC 7-methoxy-6-(2-methoxyethoxy)quinazoline-2-carboxylic acid ethyl ester